C(C)(=O)OCC1=C(C=CC=C1)Cl (2-chlorophenyl)-methyl acetate